3,3-bis(4-hydroxyphenyl)-2-methylisoindol-1-one OC1=CC=C(C=C1)C1(N(C(C2=CC=CC=C12)=O)C)C1=CC=C(C=C1)O